(6Z,15Z)-henicosa-6,15-dien-11-yl 4-methylbenzenesulfonate CC1=CC=C(C=C1)S(=O)(=O)OC(CCC\C=C/CCCCC)CCC\C=C/CCCCC